C(C)C1C2N(CC(C=C2)C1)CCC1=COC2=C1C=CC=C2OC endo-7-Ethyl-2-(2-(7-methoxybenzofuran-3-yl)ethyl)-2-azabicyclo[2.2.2]oct-5-ene